FC=1C=CC2=C(OCCN2C(=O)[C@H]2N(C(CC2)=O)C(=O)OC(C)(C)C)C1 tert-butyl (S)-2-(7-fluoro-3,4-dihydro-2H-benzo[b][1,4]oxazine-4-carbonyl)-5-oxopyrrolidine-1-carboxylate